6-(7,8-dimethyl-[1,2,4]triazolo[4,3-b]pyridazin-6-yl)-N-(2-furylmethyl)-N-methyl-7,8-dihydro-5H-1,6-naphthyridine-3-carboxamide CC1=C(C=2N(N=C1N1CC=3C=C(C=NC3CC1)C(=O)N(C)CC=1OC=CC1)C=NN2)C